C(C)(=O)C1=C(C=C(C=N1)OCCN1CCC2(CC1)C(NC1=CC=C(C=C12)C(F)F)=O)C(F)(F)F 1'-(2-{[6-acetyl-5-(trifluoromethyl)pyridin-3-yl]oxy}ethyl)-5-(difluoromethyl)-1,2-dihydrospiro[indole-3,4'-piperidin]-2-one